O1CCN(CC1)C=1N=C2C(=NC1)NC=C2 morpholino-5H-pyrrolo[2,3-b]pyrazin